Cyclopropyl-[(5s,7s)-5-(2,6-difluorophenyl)-7-fluoro-6,7-dihydro-5H-pyrrolo[1,2-b][1,2,4]triazol-2-yl]methanone C1(CC1)C(=O)C=1N=C2N(N1)[C@@H](C[C@@H]2F)C2=C(C=CC=C2F)F